4-[6-chloro-8-fluoro-2-[3-[methyl(oxetan-3-yl)amino]azetidin-1-yl]-4-piperazin-1-yl-quinazolin-7-yl]-1,3-benzothiazol-2-amine ClC=1C=C2C(=NC(=NC2=C(C1C1=CC=CC2=C1N=C(S2)N)F)N2CC(C2)N(C2COC2)C)N2CCNCC2